(1R,3S,5R,7R,8R,10S,13R)-5,7,9,9,13-pentamethyl-5-{[1-propen-1-yloxy]methyl}-4,6-dioxatetracyclo[6.5.1.01,10.03,7]tetradecane C[C@]1(O[C@H]2C[C@@]34[C@H](C([C@H]([C@]2(O1)C)C4)(C)C)CC[C@H]3C)COC=CC